(Methyl-d3)amine C([2H])([2H])([2H])N